6-chloro-1-methyl-4-[(3S,4R)-3-methyl-4-[N-methyl-4-(trifluoromethoxy)anilino]-1-piperidyl]-2-oxo-1,5-naphthyridine-3-carbonitrile ClC=1N=C2C(=C(C(N(C2=CC1)C)=O)C#N)N1C[C@@H]([C@@H](CC1)N(C1=CC=C(C=C1)OC(F)(F)F)C)C